C(C)OC(C)=O.COC1=CC=C(C=CC(=O)O)C=C1 p-methoxycinnamic acid ethyl-acetate